2-{8-[(2,5-difluorophenyl)methyl]-3-(1-hydroxyethyl)imidazo[1,2-a]pyrazin-6-yl}-5-fluoro-6-methylpyrimidin-4-ol FC1=C(C=C(C=C1)F)CC=1C=2N(C=C(N1)C1=NC(=C(C(=N1)O)F)C)C(=CN2)C(C)O